2,2-dichlorobenzene ClC1(CC=CC=C1)Cl